4-(1,4-diazepan-1-yl)-6,7-dimethoxyquinazoline hydrochloride salt Cl.N1(CCNCCC1)C1=NC=NC2=CC(=C(C=C12)OC)OC